N-(4-(piperazin-1-yl)phenethyl)-1-(2,2,2-trifluoroethyl)-1H-pyrrolo[2,3-b]pyridine-5-carboxamide N1(CCNCC1)C1=CC=C(CCNC(=O)C=2C=C3C(=NC2)N(C=C3)CC(F)(F)F)C=C1